3-(5-(((1S,2R)-2-(1,4-oxazepan-4-yl)cyclopentyl)oxy)-1-oxoisoindolin-2-yl)piperidine-2,6-dione O1CCN(CCC1)[C@H]1[C@H](CCC1)OC=1C=C2CN(C(C2=CC1)=O)C1C(NC(CC1)=O)=O